C(C)C1=NC2=C(C=C(C=C2C=C1)NC(OC(C)(C)C)=O)F tert-butyl (2-ethyl-8-fluoroquinolin-6-yl)carbamate